NCC(C(=O)O)NC 3-amino-2-(methylamino)propanoic acid